N-[4-[(6,7-dimethoxy-1,5-naphthyridin-4-yl)oxy]-3-fluorophenyl]-4-hydroxy-2,6-dimethyl-5-propan-2-ylpyridine-3-carboxamide COC=1N=C2C(=CC=NC2=CC1OC)OC1=C(C=C(C=C1)NC(=O)C=1C(=NC(=C(C1O)C(C)C)C)C)F